(R)-N-(3-(5-chloro-2-methoxyphenyl)-1-(3,3,3-trifluoro-2-hydroxypropyl)-1H-pyrazol-4-yl)pyrazolo[1,5-a]pyrimidine-3-carboxamide ClC=1C=CC(=C(C1)C1=NN(C=C1NC(=O)C=1C=NN2C1N=CC=C2)C[C@H](C(F)(F)F)O)OC